5-((((3'-chloro-2'-(2-chloro-3-((3-fluoro-4-(((2-methoxyethyl)amino)methyl)pyridin-2-yl)amino)phenyl)-6-methoxy-[2,4'-bipyridin]-5-yl)methyl)amino)methyl)pyrrolidin-2-one ClC=1C(=NC=CC1C1=NC(=C(C=C1)CNCC1CCC(N1)=O)OC)C1=C(C(=CC=C1)NC1=NC=CC(=C1F)CNCCOC)Cl